C(C)OC(=O)C1=NN2C([C@@H](N=C(C3=C2C=CC(=C3Cl)C(F)(F)F)C3=NC=CC=C3F)C)=N1 (4S)-7-chloro-6-(3-fluoro-2-pyridinyl)-4-methyl-8-(trifluoromethyl)-4H-[1,2,4]triazolo[1,5-a][1,4]benzodiazepine-2-Formic acid ethyl ester